4-(1-isobutyl-3-(1-methyl-1,2,3,6-tetrahydropyridin-4-yl)-1H-pyrrolo[2,3-b]pyridine-6-carbonyl)-3,3-dimethylpiperazin C(C(C)C)N1C=C(C=2C1=NC(=CC2)C(=O)N2C(CNCC2)(C)C)C=2CCN(CC2)C